N=1C=2N(C=CC1N1CCC(CC1)CN1CC3CCC(C1)N3C=3C=C1C(N(C(C1=CC3)=O)N3C(NC(CC3)=O)=O)=O)C3=C(N2)C=CC=C3 5-(3-((1-(benzo[4,5]imidazo[1,2-a]pyrimidin-2-yl)piperidin-4-yl)methyl)-3,8-diazabicyclo[3.2.1]octan-8-yl)-2-(2,4-dioxotetrahydropyrimidine-1(2H)-yl)isoindoline-1,3-dione